FC1=CC=C(C=C1)[C@H]1[C@@H](C1)NCC[C@@H](C(=O)N1CCN(CC1)S(=O)(=O)C)NC(=O)C1=CC=C(C=C1)C1=CC=CC=C1 N-((S)-4-((1R,2S)-2-(4-fluorophenyl)cyclopropylamino)-1-(4-(methylsulfonyl)piperazin-1-yl)-1-oxobutan-2-yl)biphenyl-4-carboxamide